di(ethylenediamine) platinum hydrogen phosphate P(=O)(O)([O-])[O-].[Pt+2].C(CN)N.C(CN)N